C(C=CC=CC=CC=CC=CCCCCCCCCC)(=O)N[C@@H](CCCNC(N)=N)C(=O)O N-eicosapentaenoyl-arginine